(Z)-5-bromopent-2-en BrCC\C=C/C